5-(2-(imidazo[1,2-a]pyridin-6-yl)-3-isopropyl-1H-indol-5-yl)-1,3,4-oxadiazole-2-carboxamide N=1C=CN2C1C=CC(=C2)C=2NC1=CC=C(C=C1C2C(C)C)C2=NN=C(O2)C(=O)N